2-hydrazinyl-7-nitro-3-((2-(trimethylsilyl)ethoxy)methyl)quinazolin-4(3H)-one N(N)C1=NC2=CC(=CC=C2C(N1COCC[Si](C)(C)C)=O)[N+](=O)[O-]